trifluoromethyl-(4-carbomethoxy)phenylacetylene FC(F)(F)C#CC1=CC=C(C=C1)C(=O)OC